[Na].[Na].C1(=CC=CC=C1)C1=CC(=CC(=C1)C1=CC=CC=C1)C1=CC=CC=C1 1,3,5-trisphenyl-benzene disodium